CC1C(OC2=C1C=CC(=C2)C)=O 3,6-dimethyl-3H-1-benzofuran-2-one